C(C(O)C)(=O)O.[N+](=O)([O-])C1=C(C=CC=C1)N1C(=CC=C1)C=CC=NC(=NN)N N-{3-[1-(2-nitrophenyl)-1H-pyrrol-2-yl]-allylidene}-aminoguanidine DL-lactic acid salt